(-)-Z-pyroglutamic acid N1[C@@H](CCC1=O)C(=O)O